(S)-N-(1-phenyl-3-(4,4,5,5-tetramethyl-1,3,2-dioxaborolan-2-yl)propyl)pivaloamide C1(=CC=CC=C1)[C@H](CCB1OC(C(O1)(C)C)(C)C)NC(C(C)(C)C)=O